Cl[Sn](C1=CC=CC=C1)(Cl)Cl trichlorophenyl-tin